COC(\C(=C\C(=O)O)\C)=O methyl-(2E)-but-2-ene-1,4-dioic acid methyl ester